CN1C(N(C2N=CN(C2C1=O)C(CNC=1N=NC(=CC1)C1=CC=CC=C1)=O)C)=O 1,3-dimethyl-7-((6-phenylpyridazin-3-yl)glycyl)-3,4,5,7-tetrahydro-1H-purine-2,6-dione